8-(2-chloroacetyl)-3-oxo-4-((5-phenylfuran-2-yl)methyl)-1-thia-4,8-diazaspiro[4.5]Decane-6-carbonitrile ClCC(=O)N1CC(C2(N(C(CS2)=O)CC=2OC(=CC2)C2=CC=CC=C2)CC1)C#N